(Cis)-4-(4-bromo-2-oxo-2,3-dihydro-1H-1,3-benzodiazol-1-yl)-N-[3-(trifluoromethyl)phenyl]cyclohexane-1-carboxamide isopropyl-(1S,3R)-3-hydroxy-cyclohexanecarboxylate C(C)(C)OC(=O)[C@@H]1C[C@@H](CCC1)O.BrC1=CC=CC=2N(C(NC21)=O)[C@H]2CC[C@H](CC2)C(=O)NC2=CC(=CC=C2)C(F)(F)F